P(=O)(O)(O)F.P(=O)(O)(O)F.P(=O)(O)(O)F.P(=O)(O)(O)F.C(CC)N1CN(C=C1)CCCC 1-propyl-3-butyl-imidazole tetrafluorophosphate salt